NC1=C(N=NC(=C1)C1=C(C=CC(=C1)Cl)F)N(CCO)C 2-{[4-amino-6-(5-chloro-2-fluorophenyl)pyridazin-3-yl](methyl)amino}ethan-1-ol